3-methyl-1-(2-(p-fluorophenylethynyl)phenyl)but-2-en-1-ol CC(=CC(O)C1=C(C=CC=C1)C#CC1=CC=C(C=C1)F)C